1-(2-hydroxyethyl)pyrrolidine potassium [K].OCCN1CCCC1